[3-fluoro-2-(propan-2-yl)-2H-pyrazolo[3,4-b]pyridin-5-yl]boronic acid FC=1N(N=C2N=CC(=CC21)B(O)O)C(C)C